1-amino-4-methyl-2-propyl-4,5-dihydro-1H-imidazole-5-formamide NN1C(=NC(C1C(=O)N)C)CCC